OCC1CC(N(CC1)C(=O)[O-])(C)C 4-(hydroxymethyl)-2,2-dimethylpiperidine-1-carboxylate